1-methyl-N-[6-(trifluoromethoxy)-1,3-benzothiazol-2-yl]cycloheptane-1-carboxamide CC1(CCCCCC1)C(=O)NC=1SC2=C(N1)C=CC(=C2)OC(F)(F)F